FC(OC1=NC=CC(=N1)CN)F [2-(difluoromethoxy)pyrimidin-4-yl]methylamine